(3-aminophenyloxy) sulfone NC=1C=C(C=CC1)OS(=O)(=O)OC1=CC(=CC=C1)N